2-(6-hydrazinopyridin-3-yl)oxazole N(N)C1=CC=C(C=N1)C=1OC=CN1